C(C)(C)(C)OC(=O)N1[C@@H]2CN([C@H](C1)C2)C2=CC1=C(N=C(NC1=O)C)C=N2 (1S,4S)-5-(2-methyl-4-oxo-3,4-dihydropyrido[3,4-d]pyrimidin-6-yl)-2,5-diazabicyclo[2.2.1]heptane-2-carboxylic acid tert-butyl ester